(3-(4-(2-Methoxy-4-methylpyrimidin-5-yl)benzyl)-1,2,3-oxadiazol-3-ium-5-yl)((3-(2-(4-methoxyphenyl)acetamido)-5-(trifluoromethyl)-phenyl)carbamoyl)amide COC1=NC=C(C(=N1)C)C1=CC=C(C[N+]2=NOC(=C2)[N-]C(NC2=CC(=CC(=C2)C(F)(F)F)NC(CC2=CC=C(C=C2)OC)=O)=O)C=C1